CC=1N=C2C=CC=CC2=C2C=CC(=CC12)C1=CC=CC=C1 6-methyl-8-phenylphenanthridine